4-ethyl-5-(8-methyl-[1,2,4]triazolo[1,5-a]pyridin-6-yl)-N-(1-methylpiperidin-4-yl)-1H-pyrazole-3-carboxamide C(C)C=1C(=NNC1C=1C=C(C=2N(C1)N=CN2)C)C(=O)NC2CCN(CC2)C